8-methyl-2-[4-(4-methylpiperazin-1-yl)anilino]-6-(4-prop-2-enoylpiperazin-1-yl)pyrido[2,3-d]pyrimidin-7-one CN1C(C(=CC2=C1N=C(N=C2)NC2=CC=C(C=C2)N2CCN(CC2)C)N2CCN(CC2)C(C=C)=O)=O